((4-(4-amino-6-bromo-7-methyl-7H-pyrrolo[2,3-d]pyrimidin-5-yl)phenyl)imino)-4,4-difluorohexahydro-1lambda6-thiopyran-1-oxide NC=1C2=C(N=CN1)N(C(=C2C2=CC=C(C=C2)N=S2(CCC(CC2)(F)F)=O)Br)C